3-hydroxybicyclo[2.2.2]octan OC1CC2CCC1CC2